C(#N)C(CCC(=O)OCC)(C1=CC=C(C=C1)C)C1=NC=CC=C1 ethyl 4-cyano-4-(pyridin-2-yl)-4-(p-tolyl)butanoate